2-[(4,4-difluorocyclohexyl)methyl]-5-methyl-N-(3-methylsulfonylphenyl)-4-(trifluoromethyl)pyrazole-3-carboxamide FC1(CCC(CC1)CN1N=C(C(=C1C(=O)NC1=CC(=CC=C1)S(=O)(=O)C)C(F)(F)F)C)F